N12[C@@H](CC(CC1)CC2)C=2NC(C1=C(N2)C=C(S1)C=1C(=NNC1)C)=O 2-[(2S)-1-azabicyclo[2.2.2]oct-2-yl]-6-(3-methyl-1H-pyrazol-4-yl)thieno[3,2-d]pyrimidin-4{3H}-one